NC1=NC=C(C(=N1)C(F)F)C1=NC(=NC(=N1)N1CCOCC1)N1CCN(CC1)C(CCCCC(CCC)=O)=O 1-(4-(4-(2-amino-4-(difluoromethyl)pyrimidin-5-yl)-6-morpholino-1,3,5-triazin-2-yl)piperazin-1-yl)nonane-1,6-dione